(S)-N-benzyl-N-methyl-5-(pyrrolidin-3-ylamino)quinoline-8-carboxamide hydrochloride Cl.C(C1=CC=CC=C1)N(C(=O)C=1C=CC(=C2C=CC=NC12)N[C@@H]1CNCC1)C